N-succinimidyl-3-(2-pyridyldi-thio)propionate C1(CCC(N1N1C(C=CC=C1)SSCCC(=O)[O-])=O)=O